ClCC(=O)C1=CC(=C(C=C1C)NC(C)=O)C N-(4-(2-chloroacetyl)-2,5-dimethylphenyl)acetamide